C(#N)C1=C(C=C(C2=C1C(CO2)([2H])[2H])C2=CC=C(C=C2)C(C)C)NCC(C(=O)O)=C 2-[[[4-cyano-3,3-dideutero-7-(4-isopropylphenyl)-2H-benzofuran-5-yl]amino]methyl]prop-2-enoic acid